methyl 3-(9-((4-(aminomethyl)phenyl)carbamoyl)-4,5-dihydrobenzo[b]thieno[2,3-d]oxepin-8-yl)-6-((2-(methylamino)ethyl)carbamoyl)picolinate NCC1=CC=C(C=C1)NC(=O)C1=CC2=C(OCCC3=C2SC=C3)C=C1C=1C(=NC(=CC1)C(NCCNC)=O)C(=O)OC